FC(F)[SiH2]CC[SiH2]C(F)F 1,2-bis(difluoromethylsilyl)ethane